O=C1N(C(C2=CC(=CC=C12)C=1N=NNC1)=O)C=1C=C(C=CC1)C1=CC(=CC=C1)F 3-[1,3-Dioxo-5-(1H-[1,2,3]triazol-4-yl)-1,3-dihydroisoindol-2-yl]-3'-fluorobiphenyl